C(CCC)SC1=NC(=C2N=CN(C2=N1)CC#C)Cl 2-butylthio-6-chloro-9-(prop-2-yn-1-yl)-9H-purine